BrC1=C(SC=2N=CN(C(C21)=O)CC)Br 5,6-Dibromo-3-ethylthieno[2,3-d]pyrimidin-4(3H)-one